ClC1=CC=C(C=C1)[C@@]1(CC[C@H]2N(CCNC2)C1)O (7R,9aR)-7-(4-chlorophenyl)-1,2,3,4,6,8,9,9a-octahydropyrido[1,2-a]pyrazin-7-ol